C(C)(C)(C)[S@](=O)N[C@H](CCOC)C=1C=C(N=NC1Cl)NC(C(C)(C)C)=O N-(5-((R)-1-(((S)-tert-butylsulfinyl)amino)-3-methoxypropyl)-6-chloropyridazin-3-yl)pivalamide